O=C1N(CCCC1)CC(=O)OCCCCCCCC octyl 2-(2-oxopiperidin-1-yl)acetate